6-methyl-3aH-benzotriazol-5-amine CC=1C(=CC2C(=NN=N2)C1)N